[1,1-biphenyl]-2,2'-diol C=1(C(=CC=CC1)O)C=1C(=CC=CC1)O